C(C)(C)(C)C1=CC=C(COC2=CC(=NC3=CC=CC=C23)C(=O)NCCCCCC(=O)NO)C=C1 4-((4-(Tert-butyl)benzyl)oxy)-N-(6-(hydroxyamino)-6-oxohexyl)quinoline-2-carboxamide